2-chloro-5-(5-fluoro-4-hydroxy-3-(trifluoromethyl)-5,6-dihydro-cyclopenta[b]pyrrol-1(4H)-yl)benzonitrile ClC1=C(C#N)C=C(C=C1)N1C2=C(C(=C1)C(F)(F)F)C(C(C2)F)O